ClC1=C(C=C(C(=C1)Cl)N1N=C(N(C1=O)C(F)F)C)NS(=O)(=O)C N-[2,4-dichloro-5-[4-(difluoromethyl)-4,5-dihydro-3-methyl-5-oxo-1H-1,2,4-triazol-1-yl]phenyl]-methane-sulfonamide